3-[(3-dimethylaminopropyl)diethoxysilyl]styrene CN(CCC[Si](C=1C=C(C=C)C=CC1)(OCC)OCC)C